C(C[C@@](O)(C)CCO)(=O)O.OC(CC(=O)SCCNC(CCNC([C@@H](C(COP(OP(OC[C@@H]1[C@H]([C@H]([C@@H](O1)N1C=NC=2C(N)=NC=NC12)O)OP(=O)(O)O)(=O)O)(=O)O)(C)C)O)=O)=O)(CC(=O)O)C 3-hydroxy-3-methylglutaryl-CoA mevalonate